2-{methyl[4-phenyl-6-(2-phenylethyl)quinolin-2-yl]amino}acetic acid CN(CC(=O)O)C1=NC2=CC=C(C=C2C(=C1)C1=CC=CC=C1)CCC1=CC=CC=C1